4-(1-(2-chlorophenyl)piperidin-4-yl)-1,6-dimethyl-1,4-dihydropyrido[2,3-b]pyrazine-2,3-dione ClC1=C(C=CC=C1)N1CCC(CC1)N1C2=C(N(C(C1=O)=O)C)C=CC(=N2)C